N-(4-(8-(3-(cyanomethyl)-1-(ethylsulfonyl)azetidin-3-yl)-3,8-diazabicyclo[3.2.1]oct-3-yl)-1H-pyrrolo[2,3-b]pyridin-6-yl)cyclopropylcarboxamide C(#N)CC1(CN(C1)S(=O)(=O)CC)N1C2CN(CC1CC2)C2=C1C(=NC(=C2)NC(=O)C2CC2)NC=C1